Cl.N1=C(C=CC=C1)O[C@@H]1[C@H](CNC1)N1C(C2=CC=CC=C2C1=O)=O ((3s,4s)-4-(pyridin-2-yloxy)pyrrolidin-3-yl)isoindoline-1,3-dione hydrochloride